5,6,7,8-tetrahydronaphthalene-2-formaldehyde C1=C(C=CC=2CCCCC12)C=O